NC1=NC2=CC(=CC=C2C=C1)CN(C(=O)C=1C=NC=C(C1)C(F)(F)F)C=1C(=NC=C(C1)C)S(=O)(=O)C N-[(2-aminoquinolin-7-yl)methyl]-N-(2-methanesulfonyl-5-methylpyridin-3-yl)-5-(trifluoro-methyl)pyridine-3-carboxamide